nonyl N,N'-adipoyl-bis(carbamate) C(CCCCC(=O)NC([O-])=O)(=O)NC(OCCCCCCCCC)=O